ClC1=CC2=C(N=CN(C2=O)CC2(CCN(CC2)C(=O)C2=CN=C(O2)C2CC2)O)N1C1=CC(=CC=C1)C1=CC=NN1C 6-Chloro-3-((1-(2-cyclopropyloxazole-5-carbonyl)-4-hydroxypiperidin-4-yl)methyl)-7-(3-(1-methyl-1H-pyrazol-5-yl)phenyl)-3H-pyrrolo[2,3-d]pyrimidin-4(7H)-one